Tert-butyl (1-(3-bromo-4-cyano-1H-pyrazolo[3,4-d]pyrimidin-6-yl)-4-phenylpiperidine-4-yl)carbamate BrC1=NNC2=NC(=NC(=C21)C#N)N2CCC(CC2)(C2=CC=CC=C2)NC(OC(C)(C)C)=O